BrC1=CC=C(C=C1)S(=O)(=O)N1CCC(CC1)C1=CC=C(C=C1)C(F)(F)F 1-((4-bromophenyl)sulfonyl)-4-(4-(trifluoromethyl)phenyl)piperidine